OC/C=C(/CC[C@H]1[C@@](CC[C@H]2C(CCC[C@]12C)(C)C)(O)C)\C (1R,2R,4aS,8aS)-1-[(E)-5-hydroxy-3-methyl-pent-3-enyl]-2,5,5,8a-tetramethyl-decalin-2-ol